tert-butyl 2-(3-iodopyrazol-1-yl)-2-methyl-propionate IC1=NN(C=C1)C(C(=O)OC(C)(C)C)(C)C